C(C=C)CC(=O)O Allylacetic acid